CC1(C(=NC2=CC=CC=C12)C=CC=1CCCC2=CC3=CC=C(C=C3OC12)O)C 4-(2-(3,3-dimethyl-3H-indol-2-yl)vinyl)-2,3-dihydro-1H-xanthen-6-ol